CC(CC[C@@H](C(NCCC1=C(C=CC=C1)NC(C1=CC(=C(C=C1)C(NC)=O)C)=O)=O)NC(OC(C)(C)C)=O)C tert-butyl N-[(1S)-4-methyl-1-[(2-{2-[3-methyl-4-(methylcarbamoyl)benzamido]phenyl}ethyl)carbamoyl]pentyl]carbamate